CC(=O)O[C@H](CC(=O)[O-])C[N+](C)(C)C R-Acetylcarnitine